CC1=CC(=NC=C1)OC1CC(C1)N (1s,3s)-3-((4-methylpyridin-2-yl)oxy)cyclobutan-1-amine